C(CCCCCCCCCCC\C=C/CCCCCCCC)(=O)N (Z)-docos-13-enamide